OC1C[C@H](N([C@H](C1)C)C(=O)OC(C)(C)C)C tert-butyl (2R,4r,6S)-4-hydroxy-2,6-dimethylpiperidine-1-carboxylate